(S)-2-amino-N-(4-(4-amino-(4-phenoxyphenyl)-1H-pyrazolo[3,4-d]pyrimidin-1-yl)cyclohexyl)-pentanoic acid amide hydrochloride Cl.N[C@H](C(=O)NC1CCC(CC1)N1N=C(C=2C1=NC=NC2N)C2=CC=C(C=C2)OC2=CC=CC=C2)CCC